rac-(2s,4s,5s)-4-cyano-4-methyl-5-phenylpyrrolidine-2-carboxylic acid ethyl ester C(C)OC(=O)[C@H]1N[C@H]([C@@](C1)(C)C#N)C1=CC=CC=C1 |r|